5-bromo-2-(4,4-dimethylpyrrolidin-3-yl)-1,3-benzothiazole BrC=1C=CC2=C(N=C(S2)C2CNCC2(C)C)C1